FP1(OCCO1)=O 2-fluoro-1,3,2-dioxaphospholane 2-oxide